4-[3-(2,6-dioxo-3-piperidyl)-1-methyl-indazol-7-yl]-3-methyl-piperazin O=C1NC(CCC1C1=NN(C2=C(C=CC=C12)N1C(CNCC1)C)C)=O